C(CC)(=O)O.N[C@@H](C(=O)N[C@@H](C(=O)N)CC(C)C)CC1=CC=CC=C1 (2R)-2-[[(2R)-2-amino-3-phenyl-propionyl]amino]-4-methyl-pentanoamide propionate